N,N-Dimethyl-glycine HCl salt Cl.CN(CC(=O)O)C